9-(1-cyclopentyl-1H-pyrazole-4-yl)-6-isopropyl-10-methoxy-2-oxo-6,7-dihydro-2H-pyrido[2,1-a]phthalazine-3-carboxylic acid C1(CCCC1)N1N=CC(=C1)C=1C=C2CN(N3C(C2=CC1OC)=CC(C(=C3)C(=O)O)=O)C(C)C